C(C1=CC=CC=C1)C1(C[C@@H]2[C@@H](CN(C2)CC(=O)C2=CC=C(C=C2)C=2C=NC(=NC2)OC)C1)O 2-((3aR,5r,6aS)-5-benzyl-5-hydroxyhexahydrocyclopenta[c]pyrrol-2(1H)-yl)-1-(4-(2-methoxypyrimidin-5-yl)phenyl)ethanone